CNC1=NC(=NC(=C1)C)NC=1C(=C(C2=C(OCCO2)C1)C=1CC[C@@H](NCC1)C)C |o1:23| N4,6-dimethyl-N2-[6-methyl-5-[rel-(2S)-2-methyl-2,3,4,7-tetrahydro-1H-azepin-5-yl]-2,3-dihydro-1,4-benzodioxin-7-yl]pyrimidine-2,4-diamine